ClC=1N=C(C=2NC(=NC=3C(=NN(C3C2C1)COCC[Si](C)(C)C)C)C1=C(C=CC=C1F)F)CCO 2-[13-chloro-8-(2,6-difluorophenyl)-5-methyl-3-(2-trimethylsilylethoxymethyl)-3,4,7,9,12-pentazatricyclo[8.4.0.02,6]tetradeca-1(10),2(6),4,7,11,13-hexaen-11-yl]ethanol